3-((4-((8-morpholinooctyl)amino)phenyl)amino)piperidine-2,6-dione O1CCN(CC1)CCCCCCCCNC1=CC=C(C=C1)NC1C(NC(CC1)=O)=O